2-[[5-[2-fluoro-4-(trifluoromethyl)phenyl]-3-methyl-triazol-4-yl]methyl]-5-(3-pyrazin-2-yloxyazetidin-1-yl)pyridazin-3-one FC1=C(C=CC(=C1)C(F)(F)F)C1=C(N(N=N1)C)CN1N=CC(=CC1=O)N1CC(C1)OC1=NC=CN=C1